(3-(5-(7-(1-methyl-1H-pyrazol-4-yl)-1,6-naphthyridin-5-yl)pyridin-2-yl)-3,6-diazabicyclo[3.1.1]heptane-6-carbonyl)piperidine-1-carboxylic acid tert-butyl ester C(C)(C)(C)OC(=O)N1C(CCCC1)C(=O)N1C2CN(CC1C2)C2=NC=C(C=C2)C2=C1C=CC=NC1=CC(=N2)C=2C=NN(C2)C